COC(=O)C=1C(=NC(=CC1)C)N.BrC1=CC(=C(C(=C1)C)N=C=C(C1=CC=CC=C1)C1=CC(=C(O1)C)C(C)=O)C 1-(5-(2-((4-bromo-2,6-dimethylphenyl)imino)-1-phenylethenyl)-2-methylfuran-3-yl)ethanone methyl-2-amino-6-methyl-pyridine-3-carboxylate